(E)-1-(4-fluorophenyl)-3-(1-(3-nitro-1H-indol-1-yl)cyclopropyl)prop-2-en-1-one FC1=CC=C(C=C1)C(\C=C\C1(CC1)N1C=C(C2=CC=CC=C12)[N+](=O)[O-])=O